ethyl 6-tert-butyl-9-(6-fluoro-4-methylpyridin-3-yl)-10-methoxy-2-oxo-6,7-dihydro-2H-pyrido[2,1-a]isoquinoline-3-carboxylate C(C)(C)(C)C1N2C(C3=CC(=C(C=C3C1)C=1C=NC(=CC1C)F)OC)=CC(C(=C2)C(=O)OCC)=O